N1=CC=C(C2=CC=CC=C12)SC=1C=2N(C=NC1)C=CN2 8-(Quinolin-4-ylthio)imidazo[1,2-c]pyrimidin